COC=1C=C2C=CNC2=CC1C(=O)N 5-methoxyindol-6-carboxamide